(S or R)-3-methyl-2-(2-(oxepan-4-yl)-2H-pyrazolo[3,4-b]pyridin-6-yl)-5-(trifluoromethyl)phenol CC=1C(=C(C=C(C1)C(F)(F)F)O)C=1C=CC=2C(N1)=NN(C2)[C@@H]2CCOCCC2 |o1:21|